COC(C(Cl)(Cl)Cl)O chloral methyl hemiacetal